(2R)-1-{(1R)-2-[4,6-bis(trifluoromethyl)-1,3,5-triazin-2-yl]-6-chloro-2,3,4,9-tetrahydro-1H-pyrido[3,4-b]indol-1-yl}-3-methoxypropan-2-ol FC(C1=NC(=NC(=N1)C(F)(F)F)N1[C@@H](C=2NC3=CC=C(C=C3C2CC1)Cl)C[C@H](COC)O)(F)F